BrC=1C(=NC(=NC1)NC=1C(=NN(C1)C1CC2CCC(C1)N2C)C)NCCCN2C(C(CC2)(C)C)=O 1-(3-((5-bromo-2-((3-methyl-1-(8-methyl-8-azabicyclo[3.2.1]octan-3-yl)-1H-pyrazol-4-yl)amino)pyrimidin-4-yl)amino)propyl)-3,3-dimethylpyrrolidin-2-one